O1C(C=CC2=CC=CC=C12)=O chromenon